CC1=CC=C(C=C1)S(=O)(=O)N=[S@@](C1=C(C=CC=C1)C)[O-] 4-methyl-N-[(R)-methyloxidophenyl-λ4-sulfanylidene]benzenesulfonamide